4-acetamidophenol C(C)(=O)NC1=CC=C(C=C1)O